C1(CCCCC1)CC(C(NC(C=O)CC1C(NCC1)=O)=O)NC(OC(C(C)(C)C1=CC(=CC=C1)Cl)C1=CC=CC=C1)=O 2-(3-chlorophenyl)-2-methyl-1-phenylpropyl (3-cyclohexyl-1-oxo-1-((1-oxo-3-(2-oxopyrrolidin-3-yl)propan-2-yl)amino)propan-2-yl)carbamate